1-methyl-3-(2-oxopropyl)-1H-imidazolium tetrafluoroborate F[B-](F)(F)F.CN1C=[N+](C=C1)CC(C)=O